ClC=1C(=C2C(=NC1C)C(OC2)=O)C 3-chloro-2,4-dimethyl-5,7-dihydrofuro[4,3-b]pyridin-7-one